S-(Tetrahydro-2H-pyran-4-yl)(8-amino-7-fluoro-6-(8-methyl-2,3-dihydro-1H-pyrido[2,3-b][1,4]oxazin-7-yl)isoquinolin-3-yl)carbamothioate O1CCC(CC1)S=C(NC=1N=CC2=C(C(=C(C=C2C1)C1=C(C2=C(OCCN2)N=C1)C)F)N)[O-]